2-chloro-5-[8-chloro-2-(methylamino)quinolin-7-yl]-3-methyl-7-{[2-(trimethylsilyl)ethoxy]methyl}-3H,4H,7H-pyrrolo[2,3-d]pyrimidin-4-one ClC=1N(C(C2=C(N1)N(C=C2C2=CC=C1C=CC(=NC1=C2Cl)NC)COCC[Si](C)(C)C)=O)C